N-benzyl-N-(3-cyano-4-(4-oxopiperidin-1-yl)phenyl)benzenesulfonamide C(C1=CC=CC=C1)N(S(=O)(=O)C1=CC=CC=C1)C1=CC(=C(C=C1)N1CCC(CC1)=O)C#N